N1=C(C=NC=C1)CN1C=NC(=C1)C(=O)OC methyl 1-(pyrazin-2-ylmethyl)imidazole-4-carboxylate